4-((1-(4-(trifluoromethyl)benzyl)-4-(3-(trifluoromethyl)phenyl)-1H-indole-7-carboxamido)-methyl)benzoic acid FC(C1=CC=C(CN2C=CC3=C(C=CC(=C23)C(=O)NCC2=CC=C(C(=O)O)C=C2)C2=CC(=CC=C2)C(F)(F)F)C=C1)(F)F